methyl 6-((1,4,10,13-tetraoxa-7,16-diazacyclooctadecan-7-yl)methyl)picolinate O1CCOCCN(CCOCCOCCNCC1)CC1=CC=CC(=N1)C(=O)OC